Pentaerythritol tetrakis(3,5-di-tert-butyl-4-hydroxybenzoate) C(C)(C)(C)C=1C=C(C(=O)OCC(COC(C2=CC(=C(C(=C2)C(C)(C)C)O)C(C)(C)C)=O)(COC(C2=CC(=C(C(=C2)C(C)(C)C)O)C(C)(C)C)=O)COC(C2=CC(=C(C(=C2)C(C)(C)C)O)C(C)(C)C)=O)C=C(C1O)C(C)(C)C